di(butylamino)phenol C(CCC)NC=1C(=C(C=CC1)O)NCCCC